ClC=1C=CC(=NC1)N1C2CN(CC1CC2)C(COCCC=2C=1N(C=CC2)N=CN1)=O 1-[8-(5-chloropyridin-2-yl)-3,8-diazabicyclo[3.2.1]octan-3-yl]-2-(2-{[1,2,4]triazolo[1,5-a]pyridin-8-yl}ethoxy)ethan-1-one